N1C=C(C2=CC=CC=C12)C[C@@H](C)NC[C@H](C(=O)OC)C methyl (R)-3-(((R)-1-(1H-indol-3-yl)propan-2-yl)amino)-2-methylpropanoate